FC(C=1C=NC(=NC1)N1CCN(CC1)C(=O)OC\C=C\C1=NN(C(C(=C1)C(F)(F)F)=O)COCC[Si](C)(C)C)(F)F [(E)-3-[6-Oxo-5-(trifluoromethyl)-1-(2-trimethylsilylethoxymethyl)pyridazin-3-yl]allyl] 4-[5-(trifluoromethyl)pyrimidin-2-yl]piperazine-1-carboxylate